[Pd].C1(=CC=CC=C1)P(C1=CC=CC=C1)C1=CC=CC=C1 (triphenylphosphane) palladium